The molecule is a N-acyl-4-hydroxy-15-methylhexadecasphinganine in which the acyl group has 18 carbons and 0 double bonds and is 2-hydroxylated. It derives from a 15-methylhexadecaphytosphingosine. CCCCCCCCCCCCCCCCC(C(=O)N[C@@H](CO)[C@@H]([C@@H](CCCCCCCCCCC(C)C)O)O)O